elaidyl oleate C(CCCCCCC\C=C/CCCCCCCC)(=O)OCCCCCCCC\C=C\CCCCCCCC